5-triFluoromethyl-1,3-phenylenediamine FC(C=1C=C(C=C(C1)N)N)(F)F